piperidine N-Oxide [NH+]1(CCCCC1)[O-]